1-[(2R,3R)-2-[[6-[(6-methoxy-2-methyl-3,4-dihydro-1H-isoquinolin-7-yl)amino]pyrazolo[3,4-d]pyrimidin-1-yl]methyl]-3-methyl-pyrrolidin-1-yl]ethan-1-one COC=1C=C2CCN(CC2=CC1NC1=NC=C2C(=N1)N(N=C2)C[C@@H]2N(CC[C@H]2C)C(C)=O)C